C(C)(C)(C)N1C[C@H](N(S(C2=C1C=C(C(=C2)O\C=C(\C(=O)O)/F)SC)(=O)=O)C)C2CCCC2 (R,Z)-3-((5-(tert-butyl)-3-cyclopentyl-2-methyl-7-(methylthio)-1,1-dioxido-2,3,4,5-tetrahydrobenzo[f][1,2,5]thiadiazepin-8-yl)oxy)-2-fluoroacrylic acid